FC=1C(=C(C(=C(C1)F)F)F)F.FC=1C(=C(C(=C(C1)F)F)F)F.FC=1C(=C(C(=C(C1)F)F)F)F.FC=1C(=C(C(=C(C1)F)F)F)F.[Pt+2] platinum (II) tetra(pentafluorobenzene)